N1(N=CC=C1)CC1=CC2=C(C(=NO2)NS(=O)(=O)C2=C(C=CC=3C4C(COC32)C4)OC)C(=C1)OC N-(6-((1H-pyrazol-1-yl)methyl)-4-methoxybenzo[d]isoxazol-3-yl)-5-methoxy-1,1a,2,7b-tetrahydrocyclopropa[c]benzopyran-4-sulfonamide